BrCCCCN1C=CC2=C(C=CC=C12)OC 1-(4-bromobutyl)-4-methoxy-1H-indole